CCOC(=O)C(C)(C)C1=CC=CC=C1 PHENYL ETHYL ISOBUTYRATE